O1C(=NC=C1)N1CC2(C1)CNCC2C(=O)N 2-(oxazol-2-yl)-2,6-diazaspiro[3.4]octane-8-carboxamide